BrC=1C=CC(=C(C1)C(C(=O)N[C@@H](CC(=O)OCC)C=1C=C(C=C(C1F)C)C1=C(C=CC=C1C)O)N1C(C2=C(C=C1)C=CO2)=O)F ethyl (3S)-3-(2-(5-bromo-2-fluorophenyl)-2-(7-oxofuro[2,3-c]pyridin-6(7H)-yl)acetamido)-3-(4-fluoro-2'-hydroxy-5,6'-dimethyl-[1,1'-biphenyl]-3-yl)propanoate